4-(6-chloro-7-cyano-1-(2-ethyl-4-fluorophenyl)-4-oxo-1,4-dihydro-quinazolin-3(2H)-yl)-3-methylpyridine 1-oxide ClC=1C=C2C(N(CN(C2=CC1C#N)C1=C(C=C(C=C1)F)CC)C1=C(C=[N+](C=C1)[O-])C)=O